5-amino-N-(2-{9-amino-2-oxa-7-azaspiro[4.4]nonan-7-yl}-4-fluoro-5,6,7,8-tetrahydroquinolin-6-yl)-2-methylthieno[2,3-d]pyrimidine-6-carboxamide NC1=C(SC=2N=C(N=CC21)C)C(=O)NC2CC=1C(=CC(=NC1CC2)N2CC1(CCOC1)C(C2)N)F